[2,5'-bipyrimidine]-4-amine N1=C(N=C(C=C1)N)C=1C=NC=NC1